N-[(1,2,3,4-tetrahydro-1-phenyl-3-quinolinyl)methyl]-acetamide C1(=CC=CC=C1)N1CC(CC2=CC=CC=C12)CNC(C)=O